11-hydroxy-7-methoxy-5-oxo-2-(4-(tetrahydro-2H-pyran-4-yl)phenyl)-8-((triisopropylsilyl)oxy)-11,11a-dihydro-1H-benzo[e]pyrrolo[1,2-a][1,4]diazepine-10(5H)-carboxylate OC1C2N(C(C3=C(N1C(=O)[O-])C=C(C(=C3)OC)O[Si](C(C)C)(C(C)C)C(C)C)=O)C=C(C2)C2=CC=C(C=C2)C2CCOCC2